N-(((3S,3aS)-7-(6-(2-methyl-2H-tetrazol-5-yl)pyridin-3-yl)-1-oxo-3,3a-dihydro-1H,9H-benzo[e]oxazolo[4,3-b][1,3]oxazin-3-yl)methyl)acetamide CN1N=C(N=N1)C1=CC=C(C=N1)C=1C=CC2=C(CN3[C@@H](O2)[C@@H](OC3=O)CNC(C)=O)C1